Methyl 2-(2-(3-methylbenzoyl)-5-(m-tolyl)-1H-imidazol-1-yl)acetate CC=1C=C(C(=O)C=2N(C(=CN2)C=2C=C(C=CC2)C)CC(=O)OC)C=CC1